(2R,5S)-5-(4-Chlorobenzyl)-4-(4-(4-fluoro-1H-pyrazol-1-yl)cyclohexyl)-2-((methylsulfonyl)methyl)morpholin ClC1=CC=C(C[C@H]2CO[C@H](CN2C2CCC(CC2)N2N=CC(=C2)F)CS(=O)(=O)C)C=C1